C(C)C(C(C)C)(CC(CC(C(C)C)(O)CC)C(C(C)C)(O)CC)O 3,7-diethyl-5-(1-ethyl-1-hydroxy-2-methyl-propyl)-2,8-dimethyl-nonane-3,7-diol